3-({5-chloro-4-[(3-fluorobenzyl)amino]pyrimidin-2-yl}amino)benzenesulfonamide ClC=1C(=NC(=NC1)NC=1C=C(C=CC1)S(=O)(=O)N)NCC1=CC(=CC=C1)F